COC1(CNC(C1)C)CN(C)C 1-(3-methoxy-5-methylpyrrolidin-3-yl)-N,N-dimethylmethanamine